2-phenylglycinol C1(=CC=CC=C1)C(N)CO